ethoxy(trimethyl)silane C(C)O[Si](C)(C)C